N-((3r,4S,6r)-4-azido-6-((S)-1-(4-fluorophenyl)-1,2,3,4-tetrahydroisoquinoline-2-carbonyl)tetrahydro-2H-pyran-3-yl)-N-methylacetamide N(=[N+]=[N-])[C@@H]1[C@H](CO[C@H](C1)C(=O)N1[C@H](C2=CC=CC=C2CC1)C1=CC=C(C=C1)F)N(C(C)=O)C